Ethyl (E)-4-({4-[3-chloro-10-(3-hydroxypropyl)-11-oxo-10,11-dihydro-5H-dibenzo[b,e][1,4]diazepin-5-yl]butyl}amino)but-2-enoate maleate C(\C=C/C(=O)O)(=O)O.ClC=1C=CC2=C(N(C3=C(N(C2=O)CCCO)C=CC=C3)CCCCNC/C=C/C(=O)OCC)C1